di-1-propenyl trisulphide C(=CC)SSSC=CC